2-methoxy-N,2-dimethyl-N'-[[5-(trifluoromethyl)-2-pyridyl]methyl]propanehydrazide COC(C(=O)N(NCC1=NC=C(C=C1)C(F)(F)F)C)(C)C